p-hydroxyphenyl-butenone OC1=CC=C(C=C1)CC(C=C)=O